C(C)(C)(C)C1=CC=C(C=C1)C1=CC=CC=2C3=CC=CC=C3NC12 (4-tert-butylphenyl)carbazol